FC=1C=CC2=C(N=C(O2)CC(F)(F)F)C1 5-fluoro-2-(2,2,2-trifluoroethyl)benzoxazole